(1S,3S)-N1-(6-bromopyridazin-3-yl)-N3-(5-(difluoromethoxy)pyrimidin-2-yl)cyclopentane-1,3-diamine BrC1=CC=C(N=N1)N[C@@H]1C[C@H](CC1)NC1=NC=C(C=N1)OC(F)F